FC1([C@H](C1)C(=O)NC1=NC=C2C=C(C=3N(C2=C1)N=CN3)C=3C=NC(=CC3C)[C@@H](C=C)O)F (1R)-2,2-difluoro-N-(4-{6-[(1R)-1-hydroxy-prop-2-en-1-yl]-4-methylpyridin-3-yl}-[1,2,4]triazolo[1,5-a]1,6-naphthyridin-8-yl)cyclopropane-1-carboxamide